2-chloro-N-(4-((1,4-dioxo-1,4-dihydronaphthalen-2-yl)amino)phenyl)-4-nitrobenzamide ClC1=C(C(=O)NC2=CC=C(C=C2)NC=2C(C3=CC=CC=C3C(C2)=O)=O)C=CC(=C1)[N+](=O)[O-]